NC1=NC(=NC(=C1C(=O)OCC)N)C1=NN(C2=C(C=CC=C12)F)CC1=C(C=CC=C1)F ethyl 4,6-diamino-2-(7-fluoro-1-(2-fluorobenzyl)-1H-indazol-3-yl)pyrimidine-5-carboxylate